3,5-dichloro-2-aminobenzoyl-isopropylamine ClC=1C(=C(C(=O)NC(C)C)C=C(C1)Cl)N